8-[1-[4-chloro-2-(1-hydroxy-2,3,1-benzoxazaborinin-6-yl)anilino]ethyl]-3,6-dimethyl-chromen-4-one ClC1=CC(=C(NC(C)C=2C=C(C=C3C(C(=COC23)C)=O)C)C=C1)C=1C=CC2=C(C=NOB2O)C1